C1(CC1)C1=CC=C(C=C1)C=1C=C(C(=NC1)C1=NC=2C(=NC=C(C2)C(F)(F)F)N1C)S(=O)(=O)CC 5-(4-cyclopropylphenyl)-3-(ethanesulfonyl)-2-[3-methyl-6-(trifluoromethyl)imidazo[4,5-b]pyridin-2-yl]pyridine